N-((1r,4R)-4-((5-fluoro-4-(3-(3-oxomorpholino)phenyl)pyrimidin-2-yl)amino)cyclohexyl)acetamide FC=1C(=NC(=NC1)NC1CCC(CC1)NC(C)=O)C1=CC(=CC=C1)N1C(COCC1)=O